IC=1C(=NSC1C)C(=O)OC methyl 4-iodo-5-methyl-isothiazole-3-carboxylate